C1(CC1)C=1SC2=C(C(=NN(C2=O)CC(=O)O)C(C)C)N1 2-(2-cyclopropyl-4-isopropyl-7-oxo-thiazolo[4,5-d]pyridazin-6-yl)acetic acid